O.[Ru+2] ruthenium(II) hydrate